C(C1=CC=CC=C1)(=O)OCC(C(CC)OC(C1=CC=CC=C1)=O)CCCC 2-n-butyl-1,3-pentanediol dibenzoate